NC1=NC=CC=C1C1=NC=2C(=NC(=CC2)C2=CC=CC=C2)N1C=1C=CC(=NC1C)NC(=O)C1CCC(CC1)C(=O)O 4-[[5-[2-(2-amino-3-pyridyl)-5-phenyl-imidazo[4,5-b]pyridin-3-yl]-6-methyl-2-pyridyl]carbamoyl]cyclohexanecarboxylic acid